1-(4-(tert-butyl)benzyl)piperidin C(C)(C)(C)C1=CC=C(CN2CCCCC2)C=C1